NCC=1SC2=C(N1)C=C(C(=C2)OC)OCC(=O)N2CCN(CC2)C 2-{[2-(Aminomethyl)-6-methoxy-1,3-benzothiazol-5-yl]oxy}-1-(4-methylpiperazin-1-yl)ethan-1-one